[I-].Br[NH2+]CC1=CC=CC=C1 bromobenzyl-ammonium iodide salt